(1S,4R,4aS,7R,7aR,12bR)-7-(benzyl(methyl)amino)-9-(benzyloxy)-3-(cyclopropylmethyl)-1-fluoro-1,2,3,4,5,6,7,7a-octahydro-4aH-4,12-methanobenzofuro[3,2-e]isoquinolin-4a-ol C(C1=CC=CC=C1)N([C@H]1[C@H]2[C@@]34[C@@H](CN([C@@H]([C@@]3(CC1)O)CC1=CC=C(C(=C14)O2)OCC2=CC=CC=C2)CC2CC2)F)C